[F].CC(=C)C1=CC=CC=C1 α-methylstyrene Fluorine